ClC1=CC=C(C=C1)S(=O)(=O)C1(C(=NN(C1)C(=O)NC1CN(C1)S(N)(=O)=O)C1=CC=C(C=C1)F)C1=CC=CC=C1 ((4-chlorophenyl)sulfonyl)-3-(4-fluorophenyl)-4-phenyl-N-(1-sulfamoylazetidin-3-yl)-4,5-dihydro-1H-pyrazole-1-carboxamide